BrC=1C=CC=2C3=C(N(C2C1)C)CCN(C3)CCO 2-(7-bromo-5-methyl-1,3,4,5-tetrahydro-2H-pyrido[4,3-b]indol-2-yl)ethan-1-ol